(2,4,6-trimethyl-benzoyl)phenyl-phenyl-phosphinoyl chloride CC1=C(C(=O)C2=C(C=CC=C2)P(=O)(C2=CC=CC=C2)Cl)C(=CC(=C1)C)C